(S)-4-(1-(2-(3-fluoro-4-methoxybenzyl)-4,7-dihydro-5H-thieno[2,3-c]pyran-3-carboxamido)ethyl)benzoic acid FC=1C=C(CC2=C(C3=C(COCC3)S2)C(=O)N[C@@H](C)C2=CC=C(C(=O)O)C=C2)C=CC1OC